OC1=C(C(N(C=C1)C)=O)NC(N[C@@H](CC(=O)O)C=1C=C(C=C(C1)OC(F)(F)F)C1=CC=CC=C1)=O (S)-3-(3-(4-hydroxy-1-methyl-2-oxo-1,2-dihydropyridin-3-yl)ureido)-3-(5-(trifluoromethoxy)biphenyl-3-yl)propanoic acid